2,2',2''-((5-((2-((2-Oxo-2-phenyl-1λ2-ethyl)amino)ethyl)carbamoyl)benzene-1,2,3-triyl)tris(oxy))triacetic acid O=C([C]NCCNC(=O)C=1C=C(C(=C(C1)OCC(=O)O)OCC(=O)O)OCC(=O)O)C1=CC=CC=C1